COCC(C)N(NOC(C)(C)C)C(=O)NN N'-(1-methoxypropan-2-yl)(tert-butoxy)carbohydrazide